N1C(=CC=C1)CCC(=O)O Azolepropanoic acid